2-methyl-N-(naphthalen-2-ylmethyl)undecan-1-imine oxide CC(C=[N+](CC1=CC2=CC=CC=C2C=C1)[O-])CCCCCCCCC